1-(3-(7-(4-((4-cyclopropylpyridin-2-yl)oxy)phenyl)pyrrolo[1,2-c]pyrimidin-5-yl)pyrrolidin-1-yl)prop-2-en-1-one C1(CC1)C1=CC(=NC=C1)OC1=CC=C(C=C1)C1=CC(=C2N1C=NC=C2)C2CN(CC2)C(C=C)=O